FC1=CC(=CC2=C1OC(CO2)C=2C=NC(=CC2)OC)C=O 8-fluoro-2-(6-methoxypyridin-3-yl)-2,3-dihydrobenzo[b][1,4]dioxin-6-carbaldehyde